C(C1=CC=CC=C1)O[C@@H]1CC[C@H](CC1)C(=O)Cl Trans-4-(benzyloxy)cyclohexanecarbonyl chloride